Cl.Cl.CN(C)C[C@@H]1CN(CCC1)C1=C(C=CC(=C1C(F)(F)F)OC1=CC=CC=C1)NC(=O)C=1N=C(SC1)C1=CN=NC=C1 N-[2-{(3R)-3-[(dimethylamino)methyl]piperidin-1-yl}-4-phenoxy-3-(trifluoromethyl)phenyl]-2-(pyridazin-4-yl)-1,3-thiazole-4-carboxamide dihydrochloride